Leucine t-butyl ester hydrochloride salt Cl.C(C)(C)(C)OC([C@@H](N)CC(C)C)=O